tert-butyl N-[4-[2-[6-(methoxymethoxy)-2-methyl-indazol-5-yl]-5-oxo-1,6-naphthyridin-6-yl]norbornan-1-yl]carbamate COCOC=1C(=CC2=CN(N=C2C1)C)C1=NC=2C=CN(C(C2C=C1)=O)C12CCC(CC1)(C2)NC(OC(C)(C)C)=O